1,6-dioxo-1,3,4,6-tetrahydro-2H-pyrido[1,2-a]pyrazine-7-carboxylic acid O=C1C=2N(CCN1)C(C(=CC2)C(=O)O)=O